2-{2-[(1H-1,3-Benzodiazol-2-ylmethyl)amino]ethyl}-N-[(3-fluoropyridin-2-yl)methyl]-1-methyl-1H-imidazole-4-carboxamide N1C(=NC2=C1C=CC=C2)CNCCC=2N(C=C(N2)C(=O)NCC2=NC=CC=C2F)C